FC(C(=O)C=1CN2CCCC3=C2C(C1)=CC=C3)(F)F 6,7-dihydro-2-(2,2,2-trifluoroethan-1-one-1-yl)-3H,5H-benzo[ij]quinolizine